Acetic acid (2e,7e)-9-hydroxy-7-methylnon-2,7-diene-5-yn-1-yl ester OC/C=C(/C#CC/C=C/COC(C)=O)\C